C1(=CC=CC=C1)N(C(=S)N)C1=CC=CC=C1 1,1-diphenylthiourea